(2,4,6-TRIFLUOROPHENYL)PURINE-2,8-DIAMINE FC1=C(C(=CC(=C1)F)F)C1=C2NC(=NC2=NC(=N1)N)N